F[C@](C(=O)OC)([C@@H](O)C1=CC=C(C=C1)F)C methyl (2S,3S)-2-fluoro-3-(4-fluorophenyl)-3-hydroxy-2-methylpropionate